O1CCC2=C1C=CC(=C2)C(=O)NNC(NC2=NC1=C(N2)C(=CC=C1)OC)=S 2-(2,3-dihydrobenzofuran-5-carbonyl)-N-(7-methoxy-1H-benzo[d]imidazol-2-yl)hydrazinecarbothioamide